[NH3+]N hydrazinium